OCCN1C(CCC2=CC(=CN=C12)B1OC(C(O1)(C)C)(C)C)=O 1-(2-hydroxyethyl)-6-(4,4,5,5-tetramethyl-1,3,2-dioxaborolan-2-yl)-1,2,3,4-tetrahydro-1,8-naphthyridin-2-one